2-amino-N-(5-(5-chloro-2-methoxyphenyl)-1-(2-hydroxypentyl)-1H-pyrazol-4-yl)pyrazolo[1,5-a]pyrimidine-3-carboxamide NC1=NN2C(N=CC=C2)=C1C(=O)NC=1C=NN(C1C1=C(C=CC(=C1)Cl)OC)CC(CCC)O